N1=C(C=C2COCCN21)S(=O)(=O)Cl 6,7-dihydro-4H-pyrazolo[5,1-C][1,4]oxazine-2-sulfonyl chloride